rac-tert-Butyl 3-propyl[1,4'-bipiperidine]-1'-carboxylate tert-Butyl-4-oxopiperidine-1-carboxylate C(C)(C)(C)OC(=O)N1CCC(CC1)=O.C(CC)[C@H]1CN(CCC1)C1CCN(CC1)C(=O)OC(C)(C)C |r|